FC(N1N=C(N=N1)[C@H](N1CCNCC1)C1=CC=CC=C1)F |r| (R/S)-1-((2-(difluoromethyl)-2H-tetrazol-5-yl)(phenyl)methyl)piperazine